1-hexadecyl-2-eicosanoyl-sn-glycero-3-phosphocholine C(CCCCCCCCCCCCCCC)OC[C@@H](OC(CCCCCCCCCCCCCCCCCCC)=O)COP(=O)([O-])OCC[N+](C)(C)C